NC=1SC2=C(N1)C(=CC=C2F)C2=C(C=C1C(=NC(=NC1=C2F)OC[C@]21CCCN1C[C@@H](C2)F)N2C[C@@](CCC2)(O)C)C(F)(F)F (3R)-1-(7-(2-amino-7-fluorobenzo[d]thiazol-4-yl)-8-fluoro-2-(((2R,7aS)-2-fluorotetrahydro-1H-pyrrolizin-7a(5H)-yl)methoxy)-6-(trifluoromethyl)quinazolin-4-yl)-3-methylpiperidin-3-ol